C[Pt-4](C1C=CC=C1)(C1C=CC=C1)(C1C=CC=C1)(C1C=CC=C1)(C1C=CC=C1)(C)C trimethyl-(penta-cyclopentadienyl)platinum (IV)